3-(1H-imidazol-1-yl)-2-(5-(trifluoromethyl)-4H-1,2,4-triazol-3-yl)-1H-indole-7-carbonitrile N1(C=NC=C1)C1=C(NC2=C(C=CC=C12)C#N)C1=NN=C(N1)C(F)(F)F